N-benzyloxycarbonyl-lysine C(C1=CC=CC=C1)OC(=O)N[C@@H](CCCCN)C(=O)O